N-methyl-2-pyrazin-2-ylsulfanyl-propanamide CNC(C(C)SC1=NC=CN=C1)=O